C(C)(C)(C)OC(=O)N1C(CCC=CC1)C1=CC(=CC=2OCOC21)NC2=NC(=CC(=N2)C)NC [6-[[4-methyl-6-(methylamino)pyrimidin-2-yl]amino]-1,3-benzodioxol-4-yl]-2,3,4,7-tetrahydroazepine-1-carboxylic acid tert-butyl ester